[3-[4-(4-chloro-2-methylsulfonyl-phenyl)phenyl]azetidin-1-yl]-[(3S)-3-hydroxypyrrolidin-1-yl]methanone ClC1=CC(=C(C=C1)C1=CC=C(C=C1)C1CN(C1)C(=O)N1C[C@H](CC1)O)S(=O)(=O)C